N-{3-[1-(6-aminopyridin-3-yl)-1H-1,2,3-triazol-4-yl]-3-{4-[5-(difluoromethyl)-1,3,4-oxadiazol-2-yl]phenyl}propyl}methanesulfonamide NC1=CC=C(C=N1)N1N=NC(=C1)C(CCNS(=O)(=O)C)C1=CC=C(C=C1)C=1OC(=NN1)C(F)F